ClC1=C(C=CC(=C1)S(=O)(=O)C)NC1=NC=C(C(=N1)N[C@H](CO)C1=CC=CC=C1)C(=O)OCC Ethyl 2-{[2-chloro-4-(methylsulfonyl)phenyl]amino}-4-{[(1S)-2-hydroxy-1-phenylethyl]amino}pyrimidine-5-carboxylate